CC1NCC(C(C1)NC1=NC=C(C=C1)OC)C N-(2,5-dimethylpiperidin-4-yl)-5-methoxypyridin-2-amine